[Br-].C1(=CC=CC=C1)C(C)[Zn+] (1-phenylethyl)zinc (II) bromide